FC1(CCC(CC1)C1=NC=CC(=C1NC(C1=CN=C(C(=C1)OC)OC)=O)C1=C(C=CC=C1)F)F N-(2-(4,4-difluorocyclohexyl)-4-(2-fluorophenyl)pyridin-3-yl)-5,6-dimethoxynicotinamide